Benzyl (2S,3S,5S,7S)-7-((4-methoxybenzyl)oxy)-2,5,8,8-tetramethyl-3-(((2,2,2-trichloroethoxy)-carbonyl)oxy)nonanoate COC1=CC=C(CO[C@@H](C[C@H](C[C@@H]([C@@H](C(=O)OCC2=CC=CC=C2)C)OC(=O)OCC(Cl)(Cl)Cl)C)C(C)(C)C)C=C1